FC(O[C@H]1CC2=CCCN2C1)(F)F (2S,7aR)-2-(trifluoromethoxy)tetrahydro-1H-pyrrolizine